(7S,9aR)-rel-7-(2,3-dichloro-6-hydroxyphenyl)-octahydropyrido[1,2-a]pyrazin-4-one ClC1=C(C(=CC=C1Cl)O)[C@@H]1CC[C@H]2N(C(CNC2)=O)C1 |o1:9,12|